FC1=C(C=C(C=C1)CN1CCCC1)O (3S)-1-[(4-fluoro-3-hydroxyphenyl)methyl]pyrrolidin